5-(2-((S)-2-methylazetidin-1-yl)-6,7-dihydro-5H-cyclopenta[d]pyrimidin-4-yl)-2,3-dihydro-1H-indene-2-carboxylic acid C[C@@H]1N(CC1)C=1N=C(C2=C(N1)CCC2)C=2C=C1CC(CC1=CC2)C(=O)O